C(C)(C)(C)OC(=O)N1C[C@@]2(CCN(C2=O)[C@H](C(=O)O)C(C)C)CC1 (2S)-2-[(5R)-7-tert-butoxycarbonyl-1-oxo-2,7-diazaspiro[4.4]nonan-2-yl]-3-methyl-butyric acid